N-(6-(2-hydroxypropan-2-yl)-1-(1-methylcyclobutyl)-1H-benzo[d]imidazol-2-yl)-2-(1-(trifluoromethyl)cyclopropyl)propanamide OC(C)(C)C=1C=CC2=C(N(C(=N2)NC(C(C)C2(CC2)C(F)(F)F)=O)C2(CCC2)C)C1